N-(3-cyano-4-methyl-1H-indol-7-yl)-1-(cyclobutylmethyl)pyrazole-4-sulfonamide C(#N)C1=CNC2=C(C=CC(=C12)C)NS(=O)(=O)C=1C=NN(C1)CC1CCC1